ClC=1C=C(C=CC1)C#C\C=C/1\C(CN(CC1)C(=O)C1=CC(=CC=C1)O)(C)C {(4E)-4-[3-(3-chlorophenyl)prop-2-yn-1-ylidene]-3,3-dimethylpiperidin-1-yl}(3-hydroxyphenyl)methanone